3-({1-[(tert-butoxycarbonyl)amino]cyclopropyl}methoxy)-5-(5-methyl-1,3-thiazol-2-yl)benzoic acid C(C)(C)(C)OC(=O)NC1(CC1)COC=1C=C(C(=O)O)C=C(C1)C=1SC(=CN1)C